COCC1=NN(C=C1C(=O)OC)CC1=CC=C(C=C1)CN1C(C=CC=C1)=O Methyl 3-(methoxymethyl)-1-(4-((2-oxopyridin-1(2H)-yl)methyl)benzyl)-1H-pyrazole-4-carboxylate